(+)-(4aR,8aS)-6-[3-[4-(3-Fluorophenoxy)phenyl]azetidine-1-carbonyl]-4,4a,5,7,8,8a-hexahydropyrido[4,3-b][1,4]oxazin-3-one FC=1C=C(OC2=CC=C(C=C2)C2CN(C2)C(=O)N2C[C@@H]3[C@@H](OCC(N3)=O)CC2)C=CC1